BrC(C(=O)Cl)CC 2-bromobutanoyl chloride